4-(2'-oxo-1',2'-dihydrospiro[cyclobutane-1,3'-indol]-5'-yl)piperidine-1-carboxylic acid tert-butyl ester C(C)(C)(C)OC(=O)N1CCC(CC1)C=1C=C2C3(C(NC2=CC1)=O)CCC3